6,6,9-trimethyl-3-(2-phenylethyl)-6H,6aH,7H,8H,10aH-benzo[c]isochromen-1-ol CC1(OC2=C(C3C=C(CCC13)C)C(=CC(=C2)CCC2=CC=CC=C2)O)C